CC(CN)(C)NC 2,N2-dimethyl-1,2-propanediamine